FC=1C=C(C=CC1F)[C@H](CC[N+](=O)[O-])O (S)-1-(3,4-difluorophenyl)-3-nitropropane-1-ol